N-[(1R,3S)-3-(6-ethynyl-[1,2,4]triazolo[4,3-a]pyridin-3-yl)cyclohexyl]-4-(oxetan-3-yloxy)-5-(trifluoromethyl)pyrimidin-2-amine C(#C)C=1C=CC=2N(C1)C(=NN2)[C@@H]2C[C@@H](CCC2)NC2=NC=C(C(=N2)OC2COC2)C(F)(F)F